[Sb].[Sn](=S)=S tin (IV) sulphide antimony